Cl.FC1=C(C=CC(=C1)F)S(=O)(=O)NC=1C(=NC=C(C1)C=1C=C2C(=NC=NC2=CC1)N1CCN(CC1)C(\C=C\C(C)=O)=O)OC (E)-2,4-difluoro-N-(2-methoxy-5-(4-(4-(4-oxopent-2-enoyl)piperazine-1-yl)quinazolin-6-yl)pyridin-3-yl)benzenesulfonamide hydrochloride